C(C)OC(CC(C)(OOC(C)(C)C)OOC(C)(C)C)=O 3,3-di-(tert-butylperoxy)-butyric acid ethyl ester